titanium (IV) di(ethylacetoacetate) diisopropoxide CC([O-])C.CC([O-])C.C(C)CC(CC(=O)[O-])=O.C(C)CC(CC(=O)[O-])=O.[Ti+4]